FC1=C(C=CC=C1)C=1N(C2=C(C=NC(=C2)C2=NC=NN2COCC[Si](C)(C)C)N1)C1CC(CC(C1)OC)NC(OC(C)(C)C)=O tert-butyl (3-(2-(2-fluorophenyl)-6-(1-((2-(trimethylsilyl)ethoxy)methyl)-1H-1,2,4-triazol-5-yl)-1H-imidazo[4,5-c]pyridin-1-yl)-5-methoxy cyclohexyl)carbamate